1-(4-(2,6-dioxopiperidin-3-yl)-3,5-difluorophenyl)azetidin-3-yl (2,2,2-trifluoroethyl)carbamate FC(CNC(OC1CN(C1)C1=CC(=C(C(=C1)F)C1C(NC(CC1)=O)=O)F)=O)(F)F